N-(1-(4-chlorophenyl)-2,2,2-trifluoroethyl)-5-cyano-N-methylpyridine-3-sulfonamide ClC1=CC=C(C=C1)C(C(F)(F)F)N(S(=O)(=O)C=1C=NC=C(C1)C#N)C